iododisilane I[SiH2][SiH3]